(trifluoromethyl)-[1,2,4]triazolo[4,3-a]pyridin-6-amine FC(F)(F)C1=NN=C2N1C=C(C=C2)N